S(C(C(=O)[O-])(CC1=CC(=C(C(=C1)C(C)(C)C)O)C(C)(C)C)CC)C(C(=O)[O-])(CC1=CC(=C(C(=C1)C(C)(C)C)O)C(C)(C)C)CC 2,2'-thiobis[ethyl 3-(3,5-di-tert-butyl-4-hydroxyphenyl) propionate]